(2S,3S)-3-((tert-butyldimethylsilyl)oxy)-2-(3-hydroxypropyl)piperidine-1-carboxylic acid tert-butyl ester C(C)(C)(C)OC(=O)N1[C@H]([C@H](CCC1)O[Si](C)(C)C(C)(C)C)CCCO